O[C@@H](C(=O)N[C@@H]1CN(CCC1)C)C1=CC=CC=C1 (R)-2-hydroxy-N-((S)-1-methylpiperidin-3-yl)-2-phenylacetamide